2,3-dibromopropionyl-N-hydroxysuccinimide BrC(C(=O)C1C(=O)N(C(C1)=O)O)CBr